C1=CC=CC=2C3=CC=CC=C3C(C12)COC(=O)N[C@@H](CC1=C(C=CC(=C1)F)F)C(=O)O N-{[(9H-fluoren-9-yl)methoxy]carbonyl}-2,5-difluoro-L-phenylalanine